cis-4-((4-Ethoxy-5-(1-methyl-1H-benzo[d][1,2,3]triazol-6-yl)-7H-pyrrolo[2,3-d]pyrimidin-2-yl)amino)cyclohexan-1-ol C(C)OC=1C2=C(N=C(N1)N[C@H]1CC[C@H](CC1)O)NC=C2C=2C=CC1=C(N(N=N1)C)C2